[4-(2,2,2-trifluoroethoxy)phenyl]methyl N-{[2-(2,6-dioxopiperidin-3-yl)-3-oxo-2,3-dihydro-1H-isoindol-5-yl]methyl}carbamate O=C1NC(CCC1N1CC2=CC=C(C=C2C1=O)CNC(OCC1=CC=C(C=C1)OCC(F)(F)F)=O)=O